2-((6,7-dichloro-2-(5-methyl-1,3,4-thiadiazol-2-yl)-10-(1H-pyrazol-4-yl)-1,2,3,4-tetrahydropyrazino[1,2-a]indol-9-yl)oxy)acetonitrile ClC1=C(C=C(C=2C(=C3N(C12)CCN(C3)C=3SC(=NN3)C)C=3C=NNC3)OCC#N)Cl